NC1=CC=C(C=C1)S(=O)(=O)C(F)P(OCC)(OCC)=O diethyl (4-aminophenylsulfonyl)fluoromethylphosphonate